ethyl N-(3-chlorobenzyl)-P-((5-(5-(chlorodifluoromethyl)-1,2,4-oxadiazol-3-yl)pyridin-2-yl)methyl)phosphonamidate ClC=1C=C(CNP(OCC)(=O)CC2=NC=C(C=C2)C2=NOC(=N2)C(F)(F)Cl)C=CC1